COC(=O)C=1N(C2=CC=CC=C2CC1)OS(=O)(=O)C(F)(F)F ((trifluoromethyl)sulfonyl)oxy-1,4-dihydroquinoline-2-carboxylic acid methyl ester